ClC1=CC(=C(C=C1)C1=NC=C(C=N1)[C@H](CN)F)OC=1N(N=C(C1)C1CCOCC1)C (2R)-2-[2-[4-chloro-2-[2-methyl-5-(oxan-4-yl)pyrazol-3-yl]oxyphenyl]pyrimidin-5-yl]-2-fluoroethanamine